CN1CC(C1)(C)C(O)(C1=CC=C(C=C1)OC(F)(F)F)C1=CC(=C(C=C1)OCC)C1=NC(=NO1)C (1,3-Dimethyl-azetidin-3-yl)-[4-ethoxy-3-(3-methyl-[1,2,4]oxadiazol-5-yl)-phenyl]-(4-trifluoromethoxy-phenyl)-methanol